C1(CC1)C(C=CS(=O)(=O)C)NC(=O)C=1C(=NC(=NC1)C(F)(F)C1CC1)OC1=CC=CC=C1 N-(1-cyclopropyl-3-(methylsulfonyl)allyl)-2-(cyclopropyldifluoromethyl)-4-phenoxypyrimidine-5-carboxamide